4-(hydroxymethyl)-3H-2,1-benzoxaborol-1-ol OCC1=CC=CC2=C1COB2O